C(CCCCCCCC)N(CCN(CC(=O)N1CC(CCC1)CCN(CCCCCCCCC)CCCCCCCCC)CCCCCCCCC)CCCCCCCCC 2-((2-(Dinonylamino)ethyl)(nonyl)amino)-1-(3-(2-(dinonylamino)ethyl)piperidin-1-yl)ethan-1-one